O=C1N2C=3C=4C=C(OC=5C(=CC=C(CN6C(CN(C1)CC2)=CN=C6)C5)C#N)C=CC4C=CC3 (±)-19,20-dihydro-19-oxo-5H-18,21-ethano-12,14-etheno-6,10-metheno-22H-benzo[d]imidazo[4,3-k][1,6,9,12]oxatriazacyclooctadecine-9-carbonitrile